3',4',6-trihydroxyflavone OC=1C=C(C=2OC3=CC=C(C=C3C(C2)=O)O)C=CC1O